C1(CCCC1)CC1=NC=2C(=NC(=CC2)C(F)(F)F)N1C=1C=C2CCNC2=CC1 5-[2-(Cyclopentylmethyl)-5-(trifluoromethyl)imidazo[4,5-b]pyridin-3-yl]indolin